8-octyloxymethoxy-1,3,5-trimethyloctylmagnesium bromide C(CCCCCCC)OCOCCCC(CC(CC(C)[Mg]Br)C)C